Ethyl-benzol C(C)C1=CC=CC=C1